C1CC12N[C@H](CC2)CCNC(O[C@H]2[C@H](NC[C@@H]2O)CC2=CC=C(C=C2)OC)=O (2R,3S,4S)-4-hydroxy-2-[(4-methoxyphenyl)methyl]pyrrolidin-3-yl N-{2-[(5R)-4-azaspiro[2.4]heptan-5-yl]ethyl}carbamate